[Na+].[Na+].O=C([C@H](O)[C@@H](O)[C@H](O)[C@H](O)CO)[O-].[Na+].O=C([C@H](O)[C@@H](O)[C@H](O)[C@H](O)CO)[O-].O=C([C@H](O)[C@@H](O)[C@H](O)[C@H](O)CO)[O-] Sodium Gluconate, Disodium Salt